C(C=C)(=O)N1[C@@H](C[C@H](CC1)N1C=NC=2C(=NC=3C(=C(C(=CC3C21)Cl)C2=C(C(=CC=C2)C)C(F)(F)F)F)N2CC(C2)N(C)C)CC#N 2-((2S,4S)-1-acryloyl-4-(8-chloro-4-(3-(dimethylamino)azetidin-1-yl)-6-fluoro-7-(3-methyl-2-(trifluoromethyl)phenyl)-1H-imidazo[4,5-c]quinolin-1-yl)piperidin-2-yl)acetonitrile